CN1N=C(C=C1C)NC1=NC=C(C(=N1)C1=CNC2=C(C=CC=C12)N1C(C2=CC=CC(=C2C1)C1=CC(=NC=C1)C#N)=O)C 4-(2-(3-(2-((1,5-dimethyl-1H-pyrazol-3-yl)amino)-5-methylpyrimidin-4-yl)-1H-indol-7-yl)-1-oxoisoindolin-4-yl)picolinonitrile